CC(C(=O)O)(C)OC1=CC=C(C=C1)C=C 2-methyl-2-(4-vinylphenoxy)propionic acid